NC1CCC=2C(N(C1=O)C)=CN(N2)C 6-amino-2,4-dimethyl-7,8-dihydropyrazolo[4,3-b]azepin-5(2H,4H,6H)-one